(5R,6S,7S)-3a-(4-chloro-3-((3,4-dihydroquinolin-1(2H)-yl)methyl)phenyl)-5-(hydroxymethyl)-2-propyl-5,6,7,7a-tetrahydro-3aH-pyrano[2,3-d]oxazole-6,7-diol ClC1=C(C=C(C=C1)C12N=C(OC1[C@H]([C@@H]([C@H](O2)CO)O)O)CCC)CN2CCCC1=CC=CC=C21